Hexahydrophthalic acid diglycidyl ester C(C1CO1)OC(C1C(C(=O)OCC2CO2)CCCC1)=O